ClC1=CC=C2C(=N1)N(N=C2)CC21CC(C2)(C1)F 6-chloro-1-((3-fluorobicyclo[1.1.1]pentan-1-yl)methyl)-1H-pyrazolo[3,4-b]pyridine